(4-Aminopyrazol-1-yl)benzoic acid methyl ester COC(C1=C(C=CC=C1)N1N=CC(=C1)N)=O